CC1=CC=CC(=N1)OC(OC1=NC(=CC=C1)C)C(=S)C(OC1=NC(=CC=C1)C)OC1=NC(=CC=C1)C bis[(6-methylpyridin-2-yl)oxy]methylthioketone